S(=O)(=O)(C1=CC=C(C)C=C1)N[C@@H](C)C(=O)OC1=CNC(=C1)C1=CC=C(C=C1)Cl 3-(N-tosyl-L-alaninyloxy)-5-(p-chlorophenyl)pyrrole